CN(C(CNC=1C=NC(=NC1)N1C(C2=CC=C(C=C2C=N1)C1=C(C(=CC=C1)OC)C)=O)(C)C)C 2-(5-(2-(dimethylamino)-2-methylpropylamino)pyrimidin-2-yl)-6-(3-methoxy-2-methylphenyl)phthalazin-1(2H)-one